tetramethyl-butanediamine nickel difluoride [Ni](F)F.CC(C(C(N)(N)C)(C)C)C